The molecule is a member of the class of dihydroisocoumarins that is 3,4-dihydroisocoumarin substituted by a hydroxy group at position 8 and a 4-hydroxyphenyl group at position 3. It has been isolated from the roots of Scorzonera judaica and exhibits anti-allergic activity. It has a role as an anti-allergic agent and a plant metabolite. It is a member of phenols and a member of dihydroisocoumarins. It derives from a 3,4-dihydroisocoumarin. C1C(OC(=O)C2=C1C=CC=C2O)C3=CC=C(C=C3)O